NC\C=C(\CN1C=NC2=C1C=C(C=C2C=2C=C(C=CC2)S(=O)(=O)NC)F)/F (Z)-3-(1-(4-amino-2-fluorobut-2-en-1-yl)-6-fluoro-1H-benzo[d]imidazol-4-yl)-N-methylbenzenesulfonamide